IC1=C(C(=O)O)C=C(C=C1)C(F)(F)F 2-iodo-5-(trifluoromethyl)benzoic acid